2-(3,4-Dimethoxyphenyl)-9-methyl-7-[(3aR,6aS)-5-methyl-hexahydropyrrolo[3,4-c]pyrrol-2(1H)-yl]-4H-pyrido[1,2-a]pyrimidin-4-one COC=1C=C(C=CC1OC)C=1N=C2N(C(C1)=O)C=C(C=C2C)N2C[C@@H]1CN(C[C@@H]1C2)C